COC=1C=C(C=CC1OC)CC(C)N 1-(3,4-dimethoxyphenyl)propane-2-amine